alpha-ketoglutaric acid Pyruvate C(C(=O)C)(=O)O.O=C(C(=O)O)CCC(=O)O